C1(CCCCC1)N1C=NC(=C1C1=NC(=NC=C1)NCC1CCOCC1)C1=CC=C(C=C1)F 4-(1-Cyclohexyl-4-(4-fluorophenyl)-1H-imidazol-5-yl)-N-((tetrahydro-2H-pyran-4-yl)methyl)pyrimidin-2-amine